IC1=CC(=NC(=C1)OCCOC1OCCCC1)N1CCOCC1 4-(4-iodo-6-(2-((tetrahydro-2H-pyran-2-yl)oxy)ethoxy)pyridin-2-yl)morpholine